C(C1=CC=CC=C1)O[C@@H]1[C@@](O[C@@H]2OC(O[C@@H]21)(C)C)(C#C)COCC2=CC=CC=C2 (3aR,5R,6S,6aR)-6-(benzyloxy)-5-[(benzyloxy)methyl]-5-ethynyl-2,2-dimethyl-dihydro-3aH-furo[2,3-d][1,3]dioxole